2,3-dihydroxypropan-2-yl-octadecanoate OC(C)(CO)OC(CCCCCCCCCCCCCCCCC)=O